(3R)-3-amino-5-[(4-chlorophenyl)methyl]-8-fluoro-7-[5-(1-methylpyrrolidin-3-yl)-1,3,4-oxadiazol-2-yl]-1,1-dioxo-2,3-dihydro-1lambda6,5-benzothiazepin-4-one N[C@H]1CS(C2=C(N(C1=O)CC1=CC=C(C=C1)Cl)C=C(C(=C2)F)C=2OC(=NN2)C2CN(CC2)C)(=O)=O